BrC1=C(C=C(C=C1)Cl)C[C@@H](C(=O)O)NC(=O)OC(C)(C)C (2S)-3-(2-bromo-5-chloro-phenyl)-2-(tert-butoxycarbonylamino)propanoic acid